C[C@@H]1CN(C[C@@H]2C=3C=CC(=NC3CN12)N1CCNCC1)C1=C2C=CC=NC2=C(C=C1)C#N 5-[(2S,6R)-6-methyl-11-piperazin-1-yl-4,7,10-triazatricyclo[7.4.0.02,7]trideca-1(9),10,12-trien-4-yl]quinoline-8-carbonitrile